N-{[(2R)-1,4-dioxan-2-yl]methyl}-2-[(6-methyl-pyridin-3-yl)methyl]-8-(trifluoromethyl)-4,5-dihydro-2H-furo[2,3-g]indazole-7-carboxamide O1[C@@H](COCC1)CNC(=O)C1=C(C2=C(CCC3=CN(N=C23)CC=2C=NC(=CC2)C)O1)C(F)(F)F